C(CCCCCCC\C=C/CC)(=O)O (Z)-dodeca-9-enoic acid